C(#N)[C@H](C[C@H]1C(NCCC1)=O)NC(=O)[C@@H]1N(C[C@@H]2[C@H]1CC(C2)(F)F)C(=O)C2(C1=CC=CC=C1C=1C=CC=CC21)O (1R,3aS,6aR)-N-((S)-1-cyano-2-((S)-2-oxopiperidin-3-yl)ethyl)-5,5-difluoro-2-(9-hydroxy-9H-fluorene-9-carbonyl)octahydrocyclopenta[c]pyrrole-1-carboxamide